perfluoro-3,6-dioxa-4-methyl-7-octenesulfonic acid lithium [Li].FC(C(OC(C(OC(=C(F)F)F)(F)F)(C(F)(F)F)F)(F)F)(S(=O)(=O)O)F